CC1=NC(=CC=C1N1CCN(CC1)CC=1C=CC=2C=3N(C(NC2C1)=O)C=NC3)C(NC)=O 8-((4-(2-methyl-6-(methylcarbamoyl)pyridin-3-yl)piperazin-1-yl)methyl)imidazo[1,5-c]quinazolin-5(6H)-one